nona-2,6-diene-1-ol C(C=CCCC=CCC)O